Cl.C(C1=CC=CC=C1)N1CCC(CC1)CC=1CC2=CC(=C(C=C2C1C(C(=O)O)OCCCCCCCCCCCCCCC)OC)OC 2-((1-benzyl-piperidin-4-yl)methyl)-5,6-dimethoxy-1H-inden-3-yl-2-(pentadecyloxy)acetic acid hydrochloride